ClC1=C2C(=NN(C2=CC=C1)CC1=CC=C(C=C1)C(F)(F)F)NC(=O)C1=COC=C1 N-(4-chloro-1-(4-(trifluoromethyl)benzyl)-1H-indazol-3-yl)furan-3-carboxamide